(2S,4S)-4-(difluoromethoxy)-2-((difluoromethoxy)methyl)pyrrolidine-1-carboxylic acid tert-butyl ester C(C)(C)(C)OC(=O)N1[C@@H](C[C@@H](C1)OC(F)F)COC(F)F